2-(4,5-diphenyloxazol-2-yl)sulfanyl-N-(2-hydroxy-1-methylethyl)acetamide C1(=CC=CC=C1)C=1N=C(OC1C1=CC=CC=C1)SCC(=O)NC(CO)C